CC(C[C@@H](C(N[C@@H](C[C@H]1C(NCC1)=O)C(COC(F)(F)F)=O)=O)NC(C(=O)NC1=CC=CC=C1)=O)C N1-((S)-4-methyl-1-oxo-1-(((S)-3-oxo-1-((S)-2-oxopyrrolidin-3-yl)-4-(trifluoromethoxy)butan-2-yl)amino)pentan-2-yl)-N2-phenyloxalamide